C(C1=CC=CC=C1)O[C@]1(C2=NN=C(C=3C(=CC(=C(O[C@@H](CC=CCC1)C)N3)C(F)(F)F)Br)O2)C(F)(F)F (6R,12R)-6-benzyloxy-17-bromo-12-methyl-6,15-bis(trifluoromethyl)-13,19-dioxa-3,4,18-triazatricyclo[12.3.1.12,5]nonadeca-1(18),2,4,9,14,16-hexaene